4-[3-(piperazin-1-ylmethyl)azetidin-1-yl]benzoic acid tert-butyl ester C(C)(C)(C)OC(C1=CC=C(C=C1)N1CC(C1)CN1CCNCC1)=O